(2R,4S)-1-[2-(3-chlorophenyl)ethyl]-4-[(4-methylsulfonylphenoxy)methyl]-2-methylpyrrolidine ClC=1C=C(C=CC1)CCN1[C@@H](C[C@@H](C1)COC1=CC=C(C=C1)S(=O)(=O)C)C